BrC=1C=C(C=C(C1)N1CCCCC1)S(=O)(=O)NC 3-bromo-N-methyl-5-(piperidin-1-yl)benzenesulfonamide